1,3-dihydroxyethyl-5,5-dimethylhydantoin OC(C)N1C(=O)N(C(=O)C1(C)C)O